N-(2-aminoethyl)-4-[[3-(2,3-difluoro-4-methoxyphenyl)imidazo[1,2-a]pyrazin-8-yl]amino]-2-ethyl-benzamide NCCNC(C1=C(C=C(C=C1)NC=1C=2N(C=CN1)C(=CN2)C2=C(C(=C(C=C2)OC)F)F)CC)=O